2-(4-{[(3S,3aR,6S,6aR)-6-(allyloxy)hexahydrofuro[3,2-b]furan-3-yl]oxy}-3-cyanophenyl)-4-methylthiazole-5-carboxylic acid C(C=C)O[C@H]1CO[C@H]2[C@@H]1OC[C@@H]2OC2=C(C=C(C=C2)C=2SC(=C(N2)C)C(=O)O)C#N